N-(2-amino-2-oxo-1-(pyridin-2-yl)ethyl)-4-fluoro-7-methyl-1H-indole NC(C(C1=NC=CC=C1)N1C=CC2=C(C=CC(=C12)C)F)=O